C(C)C(CC(C(CCCC)CC)P(O)(O)=O)CCCC.P(OCC(CCCC)CC)(OCC(CCCC)CC)=O mono-2-ethylhexyl (2-ethylhexyl) phosphonate (mono-2-ethylhexyl (2-ethylhexyl) phosphonate)